COCCNCC(=O)OCCNCC(=O)OCCOCCOCCOCCNC(=O)OC(CCCCCCCCCCCC)C(COCCCCCCCC\C=C/CCCCCCCC)OCCCCCCCC\C=C/CCCCCCCC 2-[[2-[2-[2-[2-[2-[1-[1,2-bis[(Z)-octadec-9-enoxy]ethyl]tridecoxycarbonylamino]ethoxy]ethoxy]ethoxy]ethoxy]-2-oxo-ethyl]amino]ethyl 2-(2-methoxyethylamino)acetate